S1C=NC2=C1C=CC(=C2)OC2=CC=NC1=CC=C(C=C21)C2=C(C=C(C=C2)C(=O)N2CCN(CC2)C)F (4-(4-(benzo[d]thiazol-5-yloxy)quinolin-6-yl)-3-fluorophenyl)(4-methylpiperazin-1-yl)methanone